(5-(3-chlorophenyl)furan-2-carbonyl)glycine ethyl ester C(C)OC(CNC(=O)C=1OC(=CC1)C1=CC(=CC=C1)Cl)=O